C(C)OC(=O)C1=NN(C(=C1)N)C1=CC=CC=C1.CC1(C(OC2=CC=CC=C2C1)=O)C 3,3-dimethyl-chroman-2-one ethyl-5-amino-1-phenyl-pyrazole-3-carboxylate